tert-butyl (3-((5-amino-2-chloropyrimidin-4-yl)amino)-4-fluorophenyl)carbamate NC=1C(=NC(=NC1)Cl)NC=1C=C(C=CC1F)NC(OC(C)(C)C)=O